tert-butyl N-{4-[(E)-2-[5-(trifluoromethyl)-1,3-oxazol-4-yl]ethenyl]-1,3-thiazol-2-yl}carbamate FC(C1=C(N=CO1)/C=C/C=1N=C(SC1)NC(OC(C)(C)C)=O)(F)F